methyl 2-((R)-1-bromopropyl)-1-(((s)-oxetan-2-yl) methyl)-1H-benzo[d]imidazole-6-carboxylate Br[C@H](CC)C1=NC2=C(N1C[C@H]1OCC1)C=C(C=C2)C(=O)OC